FC(C1=CC=C2C(C(NC2=C1)=O)=O)(F)F 6-(trifluoromethyl)isatin